ClC=1C=2C(N=CN1)=NN(C2)CC(F)(F)F 4-chloro-2-(2,2,2-trifluoroethyl)-2H-pyrazolo(3,4-d)pyrimidine